7-phenylfluoranthene C1(=CC=CC=C1)C1=C2C3=CC=CC4=CC=CC(C2=CC=C1)=C43